N-(5-{[(1S,2S)-2-hydroxycyclohexyl]carbamoyl}-2-methylphenyl)imidazo[2,1-b][1,3]thiazole-5-carboxamide O[C@@H]1[C@H](CCCC1)NC(=O)C=1C=CC(=C(C1)NC(=O)C1=CN=C2SC=CN21)C